Diethyl L-aspartate ammonium chloride salt [Cl-].[NH4+].N[C@@H](CC(=O)OCC)C(=O)OCC